C(C)(C)(C)[Si](C1=CC=CC=C1)(C1=CC=CC=C1)OCCCCI tert-butyl-(4-iodobutoxy)-diphenyl-silane